C([C@@H](O)CC(=O)O)(=O)O.C1(=CC=CC=C1)[C@H](CC1=NC=CC=C1)N (S)-alpha-phenyl-2-pyridineethanamine (S)-malate